C(CCCCC(C)C)OS(=O)(=O)CCCCCCCCC isooctylnonylsulfonate